C(C)(C)(C)OC(=O)N([C@H](C(=O)O[C@@H](C(=O)OCC1=CC=CC=C1)C)C1CC1)C benzyl (2R)-2-[[(2S)-2-[[(tert-butoxy)carbonyl](methyl)amino]-2-cyclopropylacetyl]oxy]propanoate